2-chloro-N-(7-(8-ethyl-2-(((3S,5S)-5-fluoropiperidin-3-yl)amino)quinazolin-6-yl)pyrrolo[2,1-f][1,2,4]triazin-4-yl)benzenesulfonamide ClC1=C(C=CC=C1)S(=O)(=O)NC1=NC=NN2C1=CC=C2C=2C=C1C=NC(=NC1=C(C2)CC)N[C@@H]2CNC[C@H](C2)F